Cl.C(#N)C1=CC=C(C=C1)N1C(=C(C2=NC(=C(C=C21)CCC(=O)O)C)C(CN2CCCCC2)=O)C 3-(1-(4-Cyanophenyl)-2,5-dimethyl-3-(2-(piperidin-1-yl)acetyl)-1H-pyrrolo[3,2-b]pyridin-6-yl)propanoic Acid Hydrochloride Salt